methylenedinaphthyl-sulfonic acid disodium salt [Na].[Na].C=C1C(C2=CC=CC=C2C=C1)S(=O)(=O)OC1=CC=CC2=CC=CC=C12